O1COC2=C1C=CC(=C2)CC(C)NCCOC 1-(1,3-benzodioxol-5-yl)-N-(2-methoxyethyl)propan-2-amine